ClCCCCCCOCCOCCOCCOCCSCCC[Si]1(C=2C(=C(C3=C1C=C(C=C3)N(C)C)C3=C(C=CC=C3OC)OC)C=CC(C2)=[N+](C)C)C N-(5-(22-Chloro-7,10,13,16-tetraoxa-4-thiadocosyl)-10-(2,6-dimethoxyphenyl)-7-(dimethylamino)-5-methyldibenzo[b,e]silin-3(5H)-ylidene)-N-methylmethanaminium